[2-(4-formylcyclohexyl)indazol-5-yl]-6-(trifluoromethyl)pyridine-2-carboxamide C(=O)C1CCC(CC1)N1N=C2C=CC(=CC2=C1)C=1C(=NC(=CC1)C(F)(F)F)C(=O)N